ClC1=NC=C(C(=N1)C=1CCN(CC1)C(=O)OC(C)(C)C)Cl tert-butyl 4-(2,5-dichloropyrimidin-4-yl)-3,6-dihydro-2H-pyridine-1-carboxylate